OC1=C(C(=CC(=C1C(=O)N(C1=CC=CC=C1)C)CCCCC)O)C1=C(C=CC(=C1)C)C(=C)C 2,6-dihydroxy-N,5'-dimethyl-4-pentyl-N-phenyl-2'-(prop-1-en-2-yl)-[1,1'-biphenyl]-3-carboxamide